3-(7-Chloro-5-oxo-1-thioxo-1,2-dihydro-[1,2,4]triazolo[4,3-a]quinazolin-4(5H)-yl)-N-isopropylpropanamide ClC=1C=C2C(N(C=3N(C2=CC1)C(NN3)=S)CCC(=O)NC(C)C)=O